N-(2-(1-(4-chlorophenyl)-2,5-dimethyl-1H-pyrrole-3-carbonyl)-5-(pyrrolidine-1-yl)phenyl)acrylamide ClC1=CC=C(C=C1)N1C(=C(C=C1C)C(=O)C1=C(C=C(C=C1)N1CCCC1)NC(C=C)=O)C